(2-(2-fluoro-2-methylpropyl)-2-azabicyclo[2.1.1]hexan-4-yl)methylamine FC(CN1C2CC(C1)(C2)CN)(C)C